BrC1=C(C=CC(=N1)C(=O)N)F 6-Bromo-5-fluoropyridine-2-carboxamide